(9H-fluoren-9-yl)methyl (3R,4S)-4-[(chlorocarbonyl)[(4-fluorophenyl)methyl]-amino]-3-fluoropiperidine-1-carboxylate ClC(=O)N([C@@H]1[C@@H](CN(CC1)C(=O)OCC1C2=CC=CC=C2C=2C=CC=CC12)F)CC1=CC=C(C=C1)F